F[C@@]1(CCC(C=2N(C1)N=C1C2CN([C@@H](C1)C)C(=O)OC(C)(C)C)(F)F)CO |o1:1| (3R,8R*)-tert-butyl 8,11,11-trifluoro-8-(hydroxymethyl)-3-methyl-3,4,8,9,10,11-hexahydro-1H-pyrido[4',3':3,4]pyrazolo[1,5-a]azepine-2(7H)-carboxylate